ethyl 2-chloro-5H-pyrrolo[3,2-d]pyrimidine-4-carboxylate ClC=1N=C(C2=C(N1)C=CN2)C(=O)OCC